ClC=1C(=CC2=C(C[C@](O2)(C2=CC=CC=C2)[C@H]2N(CC(C2)O)C(=O)OC(C)(C)C)C1B1OC(C(O1)(C)C)(C)C)F tert-Butyl (2S)-2-((S)-5-chloro-6-fluoro-2-phenyl-4-(4,4,5,5-tetramethyl-1,3,2-dioxaborolan-2-yl)-2,3-dihydrobenzofuran-2-yl)-4-hydroxypyrrolidine-1-carboxylate